N-(1-((2-(2-(Aminomethyl)pyrrolidin-1-yl)pyrimidin-5-yl)methyl)-1H-pyrazol-4-yl)-6-(3-chloro-6-(difluoromethyl)-2-fluorophenyl)pyrazine-2-carboxamide NCC1N(CCC1)C1=NC=C(C=N1)CN1N=CC(=C1)NC(=O)C1=NC(=CN=C1)C1=C(C(=CC=C1C(F)F)Cl)F